3-(4-chlorophenyl)-3,3a,4,5,6,7-hexahydro-2H-indole ClC1=CC=C(C=C1)C1CN=C2CCCCC12